tert-butyl (S)-(1-(5-(4-amino-1-(2,6-dichloro-4-cyclopropoxyphenyl)-6-oxo-1,6-dihydropyrimidine-5-carboxamido)pyridin-3-yl)ethyl)(methyl)carbamate NC=1N=CN(C(C1C(=O)NC=1C=C(C=NC1)[C@H](C)N(C(OC(C)(C)C)=O)C)=O)C1=C(C=C(C=C1Cl)OC1CC1)Cl